N[C@@H](CO)CC1=C(C=2N=NC=C(C2S1)NCC=1OC=CC1)C (2R)-2-amino-3-(4-{[(furan-2-yl)methyl]amino}-7-methylthieno[3,2-c]pyridazin-6-yl)propan-1-ol